cyclopropyl-β-alanine C1(CC1)NCCC(=O)O